OC1=C(C(=O)NC=2C=C(C(C(=O)O)=CC2)C(=O)O)C=C(C=C1S(=O)(=O)O)O 4-(2,5-dihydroxy-3-sulfobenzamido)phthalic acid